CC=1C=C(C=C(C1)C)C(=C(CCC1=CC(=CC(=C1)C)C)CC=C)CC=C 1,4-di(3,5-dimethylphenyl)-1,2-diallyl-1-butene